FC=1C=C(C=C(C1)F)N1C=CC2=CC(=CC=C12)NC(C=C)=O N-(1-(3,5-difluorophenyl)-1H-indol-5-yl)acrylamide